8-isopropyl-2-(methylsulfonyl)pyrazolo[1,5-a][1,3,5]triazin-4-ol C(C)(C)C=1C=NN2C1N=C(N=C2O)S(=O)(=O)C